ClC=1C=CC2=C(C(=C(O2)C=2N=C(C3=C(N2)N2C(=C3)CNCC2(C)C)N)C)C1 (5-chloro-3-methylbenzofuran-2-yl)-9,9-dimethyl-6,7,8,9-tetrahydropyrazino[1',2':1,5]pyrrolo[2,3-d]pyrimidin-4-amine